OC1=CC(N(C=2N=C(N=CC21)SC)C2=CC(=CC=C2)[N+](=O)[O-])=O 5-hydroxy-2-(methylthio)-8-(3-nitrophenyl)pyrido[2,3-d]pyrimidin-7(8H)-one